ClC1=CC2=C(N(C(N=C2OC2CN(C2)C(C=C)=O)=O)C=2C(=NC=CC2C)C(C)C)N=C1C1=C(C=CC=C1)F (M)-6-Chloro-7-(2-fluorophenyl)-1-(4-methyl-2-(2-propanyl)-3-pyridinyl)-4-((1-(2-propenoyl)-3-azetidinyl)oxy)pyrido[2,3-d]pyrimidin-2(1H)-one